ethyl 3-amino-5-(3-((diphenylmethylene)amino)pyridin-4-yl)-1-(4-methoxybenzyl)-1H-pyrazole-4-carboxylate NC1=NN(C(=C1C(=O)OCC)C1=C(C=NC=C1)N=C(C1=CC=CC=C1)C1=CC=CC=C1)CC1=CC=C(C=C1)OC